Cl.ClC1=C(C=C(C=C1)C1(CNC1)O)OC 3-(4-chloro-3-methoxyphenyl)-3-hydroxyazetidine hydrochloride